(2S)-N-[(1S)-1-(2-Amino-2-oxo-ethyl)prop-2-ynyl]-1-[1-(trifluoromethyl)cyclopropane-carbonyl]pyrrolidine-2-carboxamide NC(C[C@@H](C#C)NC(=O)[C@H]1N(CCC1)C(=O)C1(CC1)C(F)(F)F)=O